2-aminoethyl-(diethoxymethylsilane) NCC[SiH2]C(OCC)OCC